6-Hydroxy-3'-methyl-4-pentyl-6'-(prop-1-en-2-yl)-[1,1'-bi(cyclohexane)] OC1CC(CCC1C1CC(CCC1C(=C)C)C)CCCCC